dimethyl-5-[(6R)-6-(1-cyclopropylpyrazol-4-yl)-3,6-dihydro-2H-pyran-4-yl]thiazolo[4,5-d]pyrimidin-2-amine CN(C=1SC2=C(N=C(N=C2)C=2CCO[C@H](C2)C=2C=NN(C2)C2CC2)N1)C